methyl 2-(tert-butoxycarbonylamino)-5-[3-[tert-butyl(dimethyl)silyl]oxypropyl]thiazole-4-carboxylate C(C)(C)(C)OC(=O)NC=1SC(=C(N1)C(=O)OC)CCCO[Si](C)(C)C(C)(C)C